3-Cyano-N'-((3,3-dimethyl-1,2,3,5,6,7-hexahydrodicyclopenta[b,e]pyridin-8-yl)carbamoyl)-5-(2-hydroxypropan-2-yl)benzenesulfonimidamide C(#N)C=1C=C(C=C(C1)C(C)(C)O)S(=O)(N)=NC(NC1=C2C(=NC3=C1CCC3)C(CC2)(C)C)=O